6-fluoro-N-(1-(methylsulfonyl)piperidin-4-yl)-7-(1H-pyrazol-4-yl)-[1,2,4]triazolo[1,5-a]pyridin-2-amine FC=1C(=CC=2N(C1)N=C(N2)NC2CCN(CC2)S(=O)(=O)C)C=2C=NNC2